CC/C=C\\C/C=C\\C/C=C\\C/C=C\\C/C=C\\C/C=C\\CCCCCCCCCCCCCCC(=O)SCCNC(=O)CCNC(=O)[C@@H](C(C)(C)COP(=O)(O)OP(=O)(O)OC[C@@H]1[C@H]([C@H]([C@@H](O1)N2C=NC3=C(N=CN=C32)N)O)OP(=O)(O)O)O The molecule is an unsaturated fatty acyl-CoA that results from the formal condensation of the thiol group of coenzyme A with the carboxy group of (16Z,19Z,22Z,25Z,28Z,31Z)-tetratriacontahexaenoic acid. It is an unsaturated fatty acyl-CoA and an ultra-long-chain fatty acyl-CoA. It derives from a (16Z,19Z,22Z,25Z,28Z,31Z)-tetratriacontahexaenoic acid. It is a conjugate acid of a (16Z,19Z,22Z,25Z,28Z,31Z)-tetratriacontahexaenoyl-CoA(4-).